(S)-2-(3-isopropyl-2-(2-methylpyridin-4-yl)-1H-indol-5-yl)-5-(1,2,3,4-tetrahydroisoquinolin-3-yl)-1,3,4-oxadiazole C(C)(C)C1=C(NC2=CC=C(C=C12)C=1OC(=NN1)[C@H]1NCC2=CC=CC=C2C1)C1=CC(=NC=C1)C